tert-butyl (6-(1-fluorocyclopropyl)pyridin-3-yl)carbamate FC1(CC1)C1=CC=C(C=N1)NC(OC(C)(C)C)=O